5-(3,4-dihydro-2H-pyran-6-yl)-N-(6-morpholinopyridin-3-yl)pyrimidin-4-amine O1CCCC=C1C=1C(=NC=NC1)NC=1C=NC(=CC1)N1CCOCC1